ethyl (S)-3-(2-((1-(2-((20-amino-2,2-dimethylicosyl) (6-methylpyridin-2-yl) carbamoyl)-5-methoxyphenyl) piperidin-4-yl) methoxy) pyridin-4-yl)-3-cyclopropylpropanoate NCCCCCCCCCCCCCCCCCCC(CN(C(=O)C1=C(C=C(C=C1)OC)N1CCC(CC1)COC1=NC=CC(=C1)[C@@H](CC(=O)OCC)C1CC1)C1=NC(=CC=C1)C)(C)C